ClC1=C2C(C[C@]3(CC4(OCCO4)CCC3)C2=CC=C1)=O (R)-4-chlorodispiro[indene-1,1'-cyclohexane-3',2''-[1,3]dioxolan]-3(2H)-one